C(#N)C1(CC1)C=1C=CC=2N(C1)N=CC2C2=CC(=C(C(=O)O)C(=C2)OC)OC(F)F 4-[6-(1-cyanocyclopropyl)pyrazolo[1,5-a]pyridin-3-yl]-2-(difluoromethoxy)-6-methoxy-benzoic acid